NC1CC(CC1)O 1-amino-3-hydroxycyclopentane